2-(6-oxo-1,6-dihydropyridin-3-yl)acetic acid methyl ester COC(CC1=CNC(C=C1)=O)=O